F[C@H]1CN(CC[C@H]1NC1=CC=CC=2N1N=C(C2C(C(F)(F)F)(F)F)C2=NN=C(S2)CNC(=O)C2CC2)C N-((5-(7-(((3S,4R)-3-fluoro-1-methylpiperidin-4-yl)amino)-3-(perfluoroethyl)pyrazolo[1,5-a]pyridin-2-yl)-1,3,4-thiadiazol-2-yl)methyl)cyclopropanecarboxamide